6-[5-[(1S)-1-[[6-chloro-8-(trifluoromethyl)quinazolin-4-yl]amino]ethyl]-1,2,4-triazol-1-yl]-N-(cyanomethyl)pyrimidine-4-carboxamide ClC=1C=C2C(=NC=NC2=C(C1)C(F)(F)F)N[C@@H](C)C1=NC=NN1C1=CC(=NC=N1)C(=O)NCC#N